9-(4-(naphthalen-1-yl)phenyl)-10-phenylanthracene C1(=CC=CC2=CC=CC=C12)C1=CC=C(C=C1)C=1C2=CC=CC=C2C(=C2C=CC=CC12)C1=CC=CC=C1